[I-].CN1C(C(C2=CC=CC=C12)(C)C)=CC=CC=CC=CC1=[N+](C2=CC=CC=C2C1(C)C)C 2-[7-(1,3-dihydro-1,3,3-trimethyl-2H-indol-2-ylidene)-1,3,5-heptatrienyl]-1,3,3-trimethyl-3H-indolium iodide